3-amino-N-(2,6-difluorobenzyl)-6-(2,6-dimethylpyridin-4-yl)-5-(oxazol-2-yl)pyrazine-2-carboxamide NC=1C(=NC(=C(N1)C=1OC=CN1)C1=CC(=NC(=C1)C)C)C(=O)NCC1=C(C=CC=C1F)F